(Ra)-6-(4-bromo-1-(4-(tert-butyl)benzyl)-1H-indole-7-carboxamido)spiro[3.3]heptane BrC1=C2C=CN(C2=C(C=C1)C(=O)NC1CC2(CCC2)C1)CC1=CC=C(C=C1)C(C)(C)C